CN(C1CN(CC1)C(=O)C1=CC2=C(N3C=4C=CC=CC4N=C13)N=C(C=C2)N2CCN(CCC2)C)C (3-Dimethylamino-pyrrolidin-1-yl)-[2-(4-methyl-[1,4]diazepan-1-yl)-1,7,11b-triaza-benzo[c]fluoren-6-yl]-methanone